C(=O)(OC(C)(C)C)NCC(=O)O N-bocglycine